CC1=NC=C(C(=C1)C1=CC=2N(C=C1)N=C(C2)NC2=NC=NC=C2)OC[C@@H]2CNCCO2 5-[2-methyl-5-[[(2S)-morpholin-2-yl]methoxy]-4-pyridyl]-N-pyrimidin-4-yl-pyrazolo[1,5-a]pyridin-2-amine